ClCC1=C(OCC(C)(C)NC(OC(C)(C)C)=O)C=CC(=C1)F tert-Butyl {1-[2-(chloromethyl)-4-fluorophenoxy]-2-methylpropan-2-yl}carbamate